C=1N=CN2C1C1=CC=CC=C1[C@H]2C(O)C2CCOCC2 ((s)-5H-imidazo[5,1-a]isoindol-5-yl)(tetrahydro-2H-pyran-4-yl)methanol